tetra-N-phenyl-p-phenylenediamine C1=CC=C(C=C1)N(C2=CC=CC=C2)C3=CC=C(C=C3)N(C4=CC=CC=C4)C5=CC=CC=C5